FC(C(=O)O)(F)F.CC(CC=C)N1N=CC(=C1)C=1C2=C(N=CN1)NC=C2 4-[1-(1-methylbut-3-en-1-yl)-1H-pyrazol-4-yl]-7H-pyrrolo[2,3-d]-pyrimidine trifluoroacetate salt